(S,Z)-N1-(7-(5-hydroxy-3-methylpent-3-en-1-yn-1-yl)-5-methyl-4-oxo-2,3,4,5-tetrahydrobenzo[b][1,4]oxazepin-3-yl)-N2-phenethyloxalamide OC\C=C(/C#CC1=CC2=C(OC[C@@H](C(N2C)=O)NC(C(=O)NCCC2=CC=CC=C2)=O)C=C1)\C